1-(5-fluoro-2-{3-[4-(tetrahydro-pyran-4-carbonyl)-piperazin-1-yl]-phenylamino}-pyrimidin-4-yl)-1H-indole-3-carboxylic acid amide FC=1C(=NC(=NC1)NC1=CC(=CC=C1)N1CCN(CC1)C(=O)C1CCOCC1)N1C=C(C2=CC=CC=C12)C(=O)N